CN1N=C(C=C1C)NC1=NC=C(C(=N1)C1=CNC2=C(C=CC=C12)NC(CN1C[C@H](CC1)OC1=NC=C(C(=N1)N1CCCC1)F)=O)C (S)-N-(3-(2-((1,5-dimethyl-1H-pyrazol-3-yl)amino)-5-methylpyrimidin-4-yl)-1H-indol-7-yl)-2-(3-((5-fluoro-4-(pyrrolidin-1-yl)pyrimidin-2-yl)oxy)pyrrolidin-1-yl)acetamide